N-(2,6-diethylphenyl)-N'-(2-methyl-6-isopropylphenyl)thiourea C(C)C1=C(C(=CC=C1)CC)NC(=S)NC1=C(C=CC=C1C(C)C)C